[4-[2-(6-amino-3-pyridyl)-2,6-diazaspiro[3.3]heptan-6-yl]phenyl]methanol NC1=CC=C(C=N1)N1CC2(C1)CN(C2)C2=CC=C(C=C2)CO